CC1=C(C(=NO1)C=1C=NC(=CC1)C(F)(F)F)C(=O)O 5-methyl-3-(6-(trifluoromethyl)-3-pyridinyl)isoOxazole-4-carboxylic acid